ClC1=CC=C(C=C1)C1=NC(=NO1)CNC(=O)C1=CN(C2=C1C(N(C=C2C)C)=O)C N-((5-(4-chlorophenyl)-1,2,4-oxadiazol-3-yl)methyl)-1,5,7-trimethyl-4-oxo-4,5-dihydro-1H-pyrrolo[3,2-c]pyridine-3-carboxamide